Cl.NCC1=NC=C(C=C1Cl)C(F)(F)F 2-(aminomethyl)-3-chloro-5-trifluoromethyl-pyridine hydrochloride